methyl 4-fluoro-2-methyl-benzoate FC1=CC(=C(C(=O)OC)C=C1)C